[Ni].[Ti] titanium-nickel